[5-[5-[(3-fluoropyrrolidin-3-yl)methoxy]-2-methyl-4-pyridyl]pyrazolo[1,5-a]pyridin-2-yl]cyclopropanecarboxamide FC1(CNCC1)COC=1C(=CC(=NC1)C)C1=CC=2N(C=C1)N=C(C2)C2(CC2)C(=O)N